The molecule is a pivaloyloxymethyl ester, a member of cephams, an oxime O-ether, a member of tetrazoles and a member of 1,3-thiazoles. CC1=NN(N=N1)CC2=C(N3[C@@H]([C@@H](C3=O)NC(=O)/C(=N\\OC)/C4=CSC(=N4)N)SC2)C(=O)OCOC(=O)C(C)(C)C